8-(5-(dodecanoyloxy)-2-hydroxypentyl)-6,16,26-trihydroxy-24-(2-hydroxy-6-(undecanoyloxy)hexyl)-16-methyl-14,18-dioxo-8,13,19,24-tetraazahentriacontane-1,31-diyl bis(2-octyldecanoate) C(CCCCCCC)C(C(=O)OCCCCCC(CN(CCCCNC(CC(CC(NCCCCN(CC(CCCCCOC(C(CCCCCCCC)CCCCCCCC)=O)O)CC(CCCCOC(CCCCCCCCCC)=O)O)=O)(C)O)=O)CC(CCCOC(CCCCCCCCCCC)=O)O)O)CCCCCCCC